2-(3-bromophenyl)-2-cyclobutylpropionic acid BrC=1C=C(C=CC1)C(C(=O)O)(C)C1CCC1